C(CCC)S(=O)C1=C(C=2C(=NC(=CC2C2=CN=C(N2)C)C=2SC=CN2)S1)N 2-(butylsulfinyl)-4-(2-methyl-1H-imidazol-5-yl)-6-(thiazol-2-yl)thieno[2,3-b]pyridin-3-amine